NC1=NC=CC=C1C1=NC=2C(=NC(=CC2)C=2C=CC(N(C2)CF)=O)N1C1=CC=C(C=C1)CO 5-(2-(2-Aminopyridin-3-yl)-3-(4-(hydroxymethyl)phenyl)-3H-imidazo[4,5-b]pyridin-5-yl)-1-(fluoromethyl)pyridin-2(1H)-one